C(C1=CC=CC=C1)C1NS(C2=C(N1)C=C(C(=C2)S(=O)(=O)N)C(F)(F)F)(=O)=O 3-benzyl-1,1-dioxo-6-(trifluoromethyl)-3,4-dihydro-2H-1λ6,2,4-benzothiadiazine-7-sulfonamide